4-cyano-6-(2,6-diphenylpyrimidin-4-yl)benzene C(#N)C1=CC=CC(=C1)C1=NC(=NC(=C1)C1=CC=CC=C1)C1=CC=CC=C1